OC(=O)C(F)(F)F.NCC1=CC=C(C=C1)NC(=O)[C@H]1N2C(N([C@H](C=C1C)C2)O[C@@H](C(=O)O)F)=O (R)-2-((2S,5R)-2-(4-(aminomethyl)phenylcarbamoyl)-3-methyl-7-oxo-1,6-diazabicyclo[3.2.1]oct-3-en-6-yloxy)-2-fluoroacetic acid TFA salt